FC=1C=C(C=C(C1)C(F)(F)F)[C@@H]1[C@@H](N(C(O1)=O)C(=O)NCC1=NC=CC2=C1C=CS2)C (4S,5R)-5-[3-fluoro-5-(trifluoromethyl)phenyl]-4-methyl-2-oxo-N-(thieno[3,2-c]pyridin-4-ylmethyl)-1,3-oxazolidine-3-carboxamide